(3S,4S)-1-(4-(2-(2-decanamido-3-(hexylamino)-3-oxopropyl)oxazol-5-yl)benzoyl)-N3,N4-bis((1S,2R)-2-phenylcyclopropyl)pyrrolidine-3,4-dicarboxamide C(CCCCCCCCC)(=O)NC(CC=1OC(=CN1)C1=CC=C(C(=O)N2C[C@H]([C@@H](C2)C(=O)N[C@@H]2[C@H](C2)C2=CC=CC=C2)C(=O)N[C@@H]2[C@H](C2)C2=CC=CC=C2)C=C1)C(=O)NCCCCCC